(E)-3,5-dimethyl-4-oxazolesulfonic acid CN1COC(=C1S(=O)(=O)O)C